tetrahydro-3,5-dimethyl-4H-1,3,5-oxadiazine-4-one CN1COCN(C1=O)C